CC12C=C(C(=O)C(=C1C3=C(C(=CC(=C3)OC)O)C(=O)O2)O)OC The molecule is an organic heterotricyclic compound that is 2,4a-dihydro-6H-benzo[c]chromen-6-one substituted by hydroxy groups at positions 1 and 7, an oxo group at position 2, methoxy groups at positions 3 and 9, and a methyl group at position 4a. It is isolated from Hyalodendriella species. It has a role as an antifungal agent, a fungal metabolite and an antimicrobial agent. It is a delta-lactone, an aromatic ether, an organic heterotricyclic compound, an organic hydroxy compound, an enol ether, an enol and a benzochromene. It derives from a 6H-dibenzo[b,d]pyran-6-one.